ClC1=C(C=CC(=C1)NC(CCCCCCCCCCCCC)=O)C1=CC(OC2=CC(=CC=C12)O[C@@H](C(=O)NC1CCN(CC1)C(CCCCC[P+](C1=CC=CC=C1)(C1=CC=CC=C1)C1=CC=CC=C1)=O)C)=O [6-[4-[[(2R)-2-[4-[2-chloro-4-(tetradecanoylamino)phenyl]-2-oxo-chromen-7-yl]oxypropanoyl]amino]-1-piperidyl]-6-oxo-hexyl]-triphenyl-phosphonium